BrC1=C(C(=CC=C1)C)CC(=O)O 2-(2-bromo-6-methylphenyl)acetic acid